N-(2-methyl-5-piperazin-1-yl-phenyl)-2-[3-methyl-5-(1-piperidylmethyl)indol-1-yl]propanamide CC1=C(C=C(C=C1)N1CCNCC1)NC(C(C)N1C=C(C2=CC(=CC=C12)CN1CCCCC1)C)=O